1-Methyl-3-chloro-2-iodobenzene CC1=C(C(=CC=C1)Cl)I